(S)-N-(1-(5-(4-fluorobenzoyl)-2-((5-(4-methylpiperazin-1-yl)pyridin-2-yl)amino)-7H-Pyrrolo[2,3-d]pyrimidin-4-yl)piperidin-3-yl)cyclopropanesulfonamide FC1=CC=C(C(=O)C2=CNC=3N=C(N=C(C32)N3C[C@H](CCC3)NS(=O)(=O)C3CC3)NC3=NC=C(C=C3)N3CCN(CC3)C)C=C1